C(CCC)C(COC(CCCCCCC(=O)N(CCCN(C)C)C(CCCC(=O)OCC(CCCCCCCC)CCCCCC)CCCCCCCCCC)=O)CCCCCC 2-Hexyldecyl 5-(8-((2-butyloctyl)oxy)-N-(3-(dimethylamino)propyl)-8-oxooctanamido)-pentadecanoate